ClC1=CC=C(C=N1)CNC(=O)C1=C(OC=2N=CN=C(C21)NC2(CC2)C)C N-[(6-chloropyridin-3-yl)methyl]-6-methyl-4-[(1-methylcyclopropyl)amino]furo[2,3-d]pyrimidine-5-carboxamide